4-(2-Methyl-4-((1-(3-nitro-5-(trifluoromethyl)phenyl)ethyl)amino)quinazolin-6-yl)piperidine CC1=NC2=CC=C(C=C2C(=N1)NC(C)C1=CC(=CC(=C1)C(F)(F)F)[N+](=O)[O-])C1CCNCC1